ClC=1C=C(C=CC1C(=O)N1CCNCC1)NC(=O)C=1N(C(=CN1)C1=C(C(=C(C=C1)C=1C(=NN(C1)CCOC)C)F)F)C N-[3-chloro-4-(piperazine-1-carbonyl)phenyl]-5-[2,3-difluoro-4-[1-(2-methoxyethyl)-3-methyl-pyrazol-4-yl]phenyl]-1-methyl-imidazole-2-carboxamide